COC1=CC=C(C(=O)NC2CCC(CC2)NC(OC(C)(C)C)=O)C=C1 Tert-butyl N-[4-[(4-methoxybenzoyl)amino]cyclohexyl]carbamate